(2,4-di-t-butylphenyl)-3,3'-biphenyldiphosphonite C(C)(C)(C)C1=C(C=CC(=C1)C(C)(C)C)OP([O-])C=1C=C(C=CC1)C1=CC(=CC=C1)P([O-])[O-]